1,1,2,2-tetrafluoropropyl methyl sulfone CS(=O)(=O)C(C(C)(F)F)(F)F